4-(1-phenylethyl)piperazine C1(=CC=CC=C1)C(C)N1CCNCC1